N-methyl-4-(2-((4-(methylsulfonyl)phenyl)amino)thiazol-4-yl)benzenesulfonamide CNS(=O)(=O)C1=CC=C(C=C1)C=1N=C(SC1)NC1=CC=C(C=C1)S(=O)(=O)C